(R)-tert-butyl 3-((4-(2-methoxy-4-methylphenyl)-5-methylphthalazin-1-yl)amino)piperidine-1-carboxylate COC1=C(C=CC(=C1)C)C1=NN=C(C2=CC=CC(=C12)C)N[C@H]1CN(CCC1)C(=O)OC(C)(C)C